CC1=C(C(=CC(=C1)C)C)P(C1=C(C=C(C=C1C)C)C)C1=C(C=C(C=C1C)C)C tris(2,4,6-trimethylphenyl)phosphine